aluminum hydroxide, phosphoric acid salt P(O)(O)(O)=O.[OH-].[Al+3].[OH-].[OH-]